C(=O)(OCC)C1=CC=C(C2=NC3=CC=CC=C3C(=C12)C1=CC(=CC=C1)C)F carbethoxy-9-(m-methylphenyl)-4-fluoroacridine